C(C)(=O)OCCCCC amyl trans-acetate